C(C)(C)(C)OC(NCC(=O)N1[C@@H](CCC1)C#N)=O (2-((S)-2-cyanopyrrolidin-1-yl)-2-oxoethyl)carbamic acid tert-butyl ester